8-azadispiro[2.1.55.23]dodecane-4-amine C1CC12C(C1(CCNCC1)CC2)N